C1(=CC(=CC(=C1)C1=CC=C(C=C1)C1=CC=C(C(=O)O)C=C1)C1=CC=C(C=C1)C1=CC=C(C(=O)O)C=C1)C1=CC=C(C=C1)C1=CC=C(C(=O)O)C=C1 4,4',4''-[benzene-1,3,5-triyl-tris(benzene-4,1-diyl)]tribenzoic acid